N(=[N+]=[N-])CCCSC1=CC=C(C=C1)S(=O)(=O)C1=CC=C(S1)CNC(OC(C)(C)C)=O tert-butyl ((5-((4-((3-azidopropyl)thio)phenyl)sulfonyl)thiophen-2-yl)methyl)carbamate